4-(2-azidopropan-2-yl)-1,6-dichloro-2,7-naphthyridine N(=[N+]=[N-])C(C)(C)C1=CN=C(C2=CN=C(C=C12)Cl)Cl